O1C(=CC2=C1C=CC=C2)C(N2C=CC1=CC=CC(=C21)C(=O)NC2(CC2)C21CC(C2)(C1)C(=O)O)([2H])[2H] 3-(1-(1-(1-Benzofuran-2-ylmethyl-d2)-1H-indole-7-carboxamido)cyclopropyl)bicyclo[1.1.1]pentane-1-carboxylic Acid